NC1(CN(C1)C1=CC=C(C=N1)C=1C=2N(C=C(C1)OCC(C)(C)O)N=CC2C#N)CC=2C=NC(=CC2)OC 4-(6-(3-Amino-3-((6-methoxypyridin-3-yl)methyl)azetidin-1-yl)pyridin-3-yl)-6-(2-hydroxy-2-methylpropoxy)pyrazolo[1,5-a]pyridine-3-carbonitrile